N1C[C@H](CCC1)CN1C[C@@H](CC1)CN1CCC(CC1)C(=O)N (((S)-1-(((S)-piperidin-3-yl)methyl)pyrrolidin-3-yl)methyl)piperidine-4-carboxamide